8-(1-ethoxyethenyl)-3,6-dimethyl-2-(morpholin-4-yl)-3,4-dihydroquinazolin-4-one C(C)OC(=C)C=1C=C(C=C2C(N(C(=NC12)N1CCOCC1)C)=O)C